NCCN1C(=O)N(C(=O)N(C1=O)CCN)CCN 1,3,5-tris(2-aminoethyl)cyanuric acid